C(C1=CC=CC=C1)C1CN(CCC1)C(C(C)C=1C(=NN(C1C)C=1C=CC=2N(N1)C(=NN2)C)C)=O 1-(3-benzylpiperidin-1-yl)-2-(3,5-dimethyl-1-(3-methyl-[1,2,4]triazolo[4,3-b]pyridazin-6-yl)-1H-pyrazol-4-yl)propan-1-one